C(C)C=1C=CC=C2C=CC=C(C12)N1CC=2N=C(N=C(C2CC1)N1CC(CCC1)C1=CC=NO1)OCC12CCCN2CCC1 5-(1-(7-(8-ethylnaphthalen-1-yl)-2-((tetrahydro-1H-pyrrolizin-7a(5H)-yl)methoxy)-5,6,7,8-tetrahydropyrido[3,4-d]pyrimidin-4-yl)piperidin-3-yl)isoxazole